FC=1C=NC=C(C1C1=CC=C(C=C1)NC([C@H](C(C1=CC=CC=C1)C1=CC=CC=C1)NC(=O)C1=CC=NN1C)=O)OC (S)-N-(1-((4-(3-fluoro-5-methoxypyridin-4-yl)phenyl)amino)-1-oxo-3,3-diphenylpropan-2-yl)-1-methyl-1H-pyrazole-5-carboxamide